acrylic acid 2-[1-(2-hydroxy-3,5-di-t-pentylphenyl) ethyl]-4,6-di-t-pentylphenyl ester OC1=C(C=C(C=C1C(C)(C)CC)C(C)(C)CC)C(C)C1=C(C(=CC(=C1)C(C)(C)CC)C(C)(C)CC)OC(C=C)=O